C1=C(C=CC2=CC=CC=C12)C1=C2C=CC=CC2=C(C2=CC=CC=C12)B(O)O 10-(naphthalen-2-yl)anthracene-9-yl-boronic acid